C(C)(C)(C)OC(=O)[C@@]12CNC[C@H]2[C@H]1C(NC(C)(C)C1=NC=C2N1C=CC=C2SCC)=O (1R,5S,6r)-6-((2-(8-(ethylsulfanyl)imidazo[1,5-a]pyridin-3-yl)propan-2-yl)carbamoyl)-3-azabicyclo[3.1.0]hexane-carboxylic acid tert-butyl ester